6-(3-Carbamoylphenyl)-N-(2-chlorophenyl)imidazo[1,2-a]pyridine-3-carboxamide C(N)(=O)C=1C=C(C=CC1)C=1C=CC=2N(C1)C(=CN2)C(=O)NC2=C(C=CC=C2)Cl